phenyl (2-chlorocyano-vinyl) sulphone ClC(=CS(=O)(=O)C1=CC=CC=C1)C#N